CC1(CCC(C2=CC3=C(OC4=C3C=CC(=C4)NC4=C(C=CC=C4)C)C=C12)(C)C)C 7,7,10,10-tetramethyl-N-(o-tolyl)-7,8,9,10-tetrahydronaphtho[2,3-b]benzofuran-3-amine